N-methyl-yl-aminothiobutyrate C=NC(C(=S)[O-])CC